C(C)N1C=CC2=C1N=CN(C2=O)CC2(CCN(CC2)C(=O)[C@H]2[C@@H](CN(CC2)C(C2=CC=C(C=C2)F)=O)C2=CC=CC=C2)O 7-Ethyl-3-[(1-{[(3R,4R)-1-(4-fluorobenzoyl)-3-phenylpiperidin-4-yl]carbonyl}-4-hydroxypiperidin-4-yl)methyl]-3,7-dihydro-4H-pyrrolo[2,3-d]pyrimidin-4-one